5-[4-amino-5-(trifluoromethyl)pyrrolo[2,1-f][1,2,4]triazin-7-yl]-N-[(3R,4S)-4-fluoro-1-[(2S)-2-hydroxy-3,3-dimethyl-butanoyl]pyrrolidin-3-yl]-2-methyl-pyridine-3-carboxamide NC1=NC=NN2C1=C(C=C2C=2C=C(C(=NC2)C)C(=O)N[C@@H]2CN(C[C@@H]2F)C([C@H](C(C)(C)C)O)=O)C(F)(F)F